FC1=C(C=C(C#N)C=C1)C=1CCN(CC1)C(CCC=1NC(C2=CC(=CC(=C2C1)C)F)=O)=O 4-fluoro-3-(1-(3-(7-fluoro-5-methyl-1-oxo-1,2-dihydroisoquinolin-3-yl)propanoyl)-1,2,3,6-tetrahydropyridin-4-yl)benzonitrile